C(C)(C)(C)C1=NC(=NO1)C1=CC=C(C=C1)C 5-tert-butyl-3-(p-tolyl)-1,2,4-oxadiazole